C(C)(C)N1N=CC=2C1=NC(=NC2)C(=O)N[C@@H]2C(N(C1=C(OC2)C=CC=N1)C)=O 1-isopropyl-N-[(3S)-5-methyl-4-oxo-2,3-dihydropyrido[3,2-b][1,4]oxazepin-3-yl]pyrazolo[3,4-d]pyrimidine-6-carboxamide